O1[C@H](CCC1)CC1=NC=CC=2N1C(NN2)=O [[(2R)-tetrahydrofuran-2-yl]methyl]-[1,2,4]triazolo[4,3-c]pyrimidin-3-one